1,3,5-triisobutylbenzene C(C(C)C)C1=CC(=CC(=C1)CC(C)C)CC(C)C